alpha-D-gulose O[C@@H]1[C@H](O)[C@H](O)[C@@H](O)[C@H](O1)CO